FC1(CN(CC1)C(=O)OC(C)(C)C)CO tert-butyl 3-fluoro-3-(hydroxymethyl)pyrrolidine-1-carboxylate